CNC(=O)C1OCCCNC1 N-methyl-1,4-oxazepan-2-carboxamide